(E)-3-fluoro-2-hydroxy-5-(2-(6-(pyrrolidin-1-yl)pyridin-3-yl)vinyl)benzaldehyde FC=1C(=C(C=O)C=C(C1)\C=C\C=1C=NC(=CC1)N1CCCC1)O